1,3-di-tert-butylcumene C(C)(C)(C)C1(CC(=CC=C1)C(C)(C)C)C(C)C